SCC(C(=O)NC=1C=C(C(=O)O)C=CC1)CC1=CC=CC=C1 N-[2-mercaptomethyl-3-phenyl-propionyl]-3-aminobenzoic acid